5-hydroxy-1H-benzo[d]imidazole-1-carboxylic acid tert-butyl ester C(C)(C)(C)OC(=O)N1C=NC2=C1C=CC(=C2)O